C(C)(C)(C)OC(=O)N1CCN(CC1)C(C1=CC=CC=C1)C=1N=NN(N1)C(F)F 4-((2-(difluoromethyl)-2H-tetrazol-5-yl)(phenyl)methyl)piperazine-1-carboxylic acid tert-butyl ester